FC=1C(=C(C=CC1F)C(=O)N1CC(C1)(O)CNC(C)(C)C)NC1=C(C=C(C=C1)I)F 1-({3,4-difluoro-2-[(2-fluoro-4-iodophenyl)amino]Phenyl}carbonyl)-3-{[(1,1-dimethylethyl)amino]Methyl}azetidin-3-ol